FC(CN1C(CN(CC1)S(=O)(=O)C1=NN(N=C1)C)C=1C=C2C=NN(C2=CC1C)C1=CC=C(C=C1)F)(C)C 5-(1-(2-fluoro-2-methylpropyl)-4-((2-methyl-2H-1,2,3-triazol-4-yl)sulfonyl)piperazin-2-yl)-1-(4-fluorophenyl)-6-methyl-1H-indazole